7-(4-chloro-2-fluorobenzyl)-6-methyl-N-(5-methyl-1H-pyrazol-3-yl)-4-(morpholinomethyl)pyrrolo[1,2-b]pyridazin-2-amine ClC1=CC(=C(CC2=C(C=C3N2N=C(C=C3CN3CCOCC3)NC3=NNC(=C3)C)C)C=C1)F